1-benzyl-7-(4-(cyanomethyl)benzyl)-2-(pentan-2-yl)-1H-imidazo[4,5-C]quinolinecarboxylic acid C(C1=CC=CC=C1)N1C(NC=2C=NC=3C=C(C=CC3C21)CC2=CC=C(C=C2)CC#N)(C(=O)O)C(C)CCC